P(OC1=C(C=CC2=CC=CC=C12)C1=C(C=CC=C1[N+](=O)[O-])C)(OC1=CC=C(C=C1)CCCC)=O 2-methyl-6-nitrophenylnaphthalen-1-yl (S)-(4-butylphenyl) phosphonate